C(C)OC1=NC=CC=C1C1=NC(=C(C=C1)N1[C@@H](CN(CC1)C(=O)C=1C(=NC(=CC1)OCC)C(F)(F)F)CC)OCCNC [2-({2'-ethoxy-5-[(2R)-4-[6-ethoxy-2-(trifluoromethyl)pyridine-3-carbonyl]-2-ethylpiperazin-1-yl]-[2,3'-bipyridin]-6-yl}oxy)ethyl](methyl)amine